S1C(=NC2=C1C=CC=C2)CC(N)=NO 2-(benzo[d]thiazol-2-yl)-N'-hydroxyacetimidamide